6-(difluoromethyl)-N-(1-(methylsulfonyl)piperidin-4-yl)-8-(2-azaspiro[3.3]heptan-6-yl)quinazolin-2-amine FC(C=1C=C2C=NC(=NC2=C(C1)C1CC2(CNC2)C1)NC1CCN(CC1)S(=O)(=O)C)F